4-[4-(2-amino-1-hydroxyethyl)phenyl]-3-[2-methyl-5-(5-methylpyridin-2-yl)pyrazol-3-yl]oxybenzonitrile NCC(O)C1=CC=C(C=C1)C1=C(C=C(C#N)C=C1)OC=1N(N=C(C1)C1=NC=C(C=C1)C)C